BrC1=CSC=2C1=NC(=C(C2)C)Cl 3-bromo-5-chloro-6-methylthieno[3,2-b]pyridine